2-((6-chloro-4-fluoropyridin-3-yl)ethynyl)-5-ethylthiazole ClC1=CC(=C(C=N1)C#CC=1SC(=CN1)CC)F